N,N,N',N'-tetra-n-octyl-3-oxapentanediamide C(CCCCCCC)N(C(COCC(=O)N(CCCCCCCC)CCCCCCCC)=O)CCCCCCCC